FC(C=1C=C(CNC(=O)NC2CC3(C2)CCC3)C=CC1)F 1-(3-difluoromethyl-benzyl)-3-spiro[3.3]hept-2-yl-urea